(+)-6-{2-(2,5-Difluorophenyl)-6-[(methylamino)methyl]-4,5,6,7-tetrahydropyrazolo[1,5-a]pyrimidin-3-yl}-2-(2-methylphenyl)pyridazin-3(2H)-one FC1=C(C=C(C=C1)F)C1=NN2C(NCC(C2)CNC)=C1C=1C=CC(N(N1)C1=C(C=CC=C1)C)=O